ClC1=C(C=CC(=C1)Cl)C1=C(C2=C(CCC1)C=C(C=C2)C(=O)O)C=2C=NC(=CC2)O[C@@H]2CN(CC2)CCCF 6-(2,4-dichlorophenyl)-5-[6-[(3S)-1-(3-fluoropropyl)pyrrolidin-3-yl]oxy-3-pyridyl]-8,9-dihydro-7H-benzo[7]annulene-2-carboxylic acid